2-(6-(4,4-difluoropiperidin-1-yl)-5-fluoropyridin-3-yl)ethan-1-ol FC1(CCN(CC1)C1=C(C=C(C=N1)CCO)F)F